5-chloro-6-azauracil ClC=1C(NC(NN1)=O)=O